C(C1=CC=CC=C1)N(C(=O)C=1N=CC2=CC=CC=C2C1)C1C2CN(CC1CC2)S(=O)(=O)CCCC N-benzyl-N-(3-(butylsulfonyl)-3-azabicyclo[3.2.1]octan-8-yl)isoquinoline-3-carboxamide